ribose 5-{9-[(2R,3R,4S,5R)-3,4-Dihydroxy-5-(hydroxymethyl)tetrahydrofur-2-yl]-6-oxo-1,9-dihydropurin-2-ylamino}pentyl-(E)-3-pentenoate O[C@H]1[C@@H](O[C@@H]([C@H]1O)CO)N1C=2N=C(NC(C2N=C1)=O)NCCCCCC(C(=O)O)\C=C\C.O=C[C@H](O)[C@H](O)[C@H](O)CO